7-Cyclopropylbenzo[d]isoxazol-3-amine C1(CC1)C1=CC=CC=2C(=NOC21)N